2-methyl-1-aziridinpropionate CC1N(C1)CCC(=O)[O-]